(R)-(4-(((tert-butyldimethylsilyl)oxy)methyl)-4'-chloro-4-methyl-3,4,5,6-tetrahydro-[1,1'-biphenyl]-2-yl)methanol [Si](C)(C)(C(C)(C)C)OC[C@]1(CC(=C(CC1)C1=CC=C(C=C1)Cl)CO)C